BrCC(OCCC)C1=C(C=CC=C1)OC (2-bromo-1-propoxyethyl)-2-methoxybenzene